FC(OC1=CC=CC=2C(N([C@H]3C=4N([C@@H](C21)C3)C3=C(N4)C=CC(=C3)C3=CC(=C(C(=C3)F)CP(=O)(C)C)F)C([2H])([2H])[2H])=O)F (7R,14R)-1-(difluoromethoxy)-11-(4-((dimethylphosphoryl)methyl)-3,5-difluorophenyl)-6-(methyl-d3)-6,7-dihydro-7,14-methanobenzo[f]benzo[4,5]imidazo[1,2-a][1,4]diazocin-5(14H)-one